NC1=NC=2C=CC=CC2C2=C1N=C(N2CC2=CC=C(CNC(OC(C)(C)C)=O)C=C2)COCC tert-butyl (4-((amino-2-(ethoxymethyl)-1H-imidazo[4,5-c]quinolin-1-yl)methyl)benzyl)carbamate